2,4-dichloro-5-fluorotoluene ClC1=C(C)C=C(C(=C1)Cl)F